C(C)(=O)NC1=C(C2=C(CN(CC2)CCNC(OC(C)(C)C)=O)S1)C=1SC2=C(C=NC=C2)N1 tert-butyl (2-(2-acetamido-3-(thiazolo[4,5-c]pyridin-2-yl)-4,7-dihydrothieno[2,3-c]pyridin-6(5H)-yl)ethyl)carbamate